methyl (E)-3-(6-chloro-4-methoxypyridin-3-yl)acrylate ClC1=CC(=C(C=N1)/C=C/C(=O)OC)OC